methyl 2-[(S)-amino(4-bromo-5-fluoro-2-methoxyphenyl)methyl]-2-methoxybutanoate N[C@H](C(C(=O)OC)(CC)OC)C1=C(C=C(C(=C1)F)Br)OC